(±)-N-tert-butyl-1-(3,3-dimethoxypropionyl)-3-methylene-2-(pyridin-2-yl)indoline-2-carboxamide C(C)(C)(C)NC(=O)[C@]1(N(C2=CC=CC=C2C1=C)C(CC(OC)OC)=O)C1=NC=CC=C1 |r|